CON(C([C@H](C[C@H]1C(NCC1)=O)NC(=O)[C@@H]1[C@H]2C([C@H]2CN1C(=O)OC(C)(C)C)(C)C)=O)C (1R,2S,5S)-tert-butyl 2-(((S)-1-(methoxy(methyl)amino)-1-oxo-3-((S)-2-oxopyrrolidin-3-yl)propan-2-yl)carbamoyl)-6,6-dimethyl-3-azabicyclo[3.1.0]hexane-3-carboxylate